7-amino-6-fluoroacenaphthylen-1(2H)-one NC=1C(=C2C=CC=C3CC(C(C1)=C32)=O)F